C(C1=CC=CC=C1)C=1N=C(NC1)CC benzyl-2-ethylimidazole